NC([C@H](C[C@H]1C(NCC1)=O)NC(=O)[C@H]1N(CC[C@H]1OC)C([C@H](C(C)(C)C)NC(C(F)(F)F)=O)=O)=O (2S,3R)-N-[(1S)-2-amino-2-oxo-1-[[(3S)-2-oxopyrrolidin-3-yl]methyl]ethyl]-1-[(2S)-3,3-dimethyl-2-[(2,2,2-trifluoroacetyl)amino]butanoyl]-3-methoxy-pyrrolidine-2-carboxamide